OC=1C=CC(NN1)=NN 6-hydroxy-3-pyridazinone hydrazone